Ethyl (S)-3-((tert-butoxycarbonyl)amino)-3-(4-fluoro-2'-(hex-5-en-1-yl)-4',6'-dimethyl-[1,1'-biphenyl]-3-yl)propanoate C(C)(C)(C)OC(=O)N[C@@H](CC(=O)OCC)C=1C=C(C=CC1F)C1=C(C=C(C=C1C)C)CCCCC=C